methyl 2-({[(9H-fluoren-9-yl)methoxy]carbonyl}amino)-4-methoxythiophene-3-carboxylate C1=CC=CC=2C3=CC=CC=C3C(C12)COC(=O)NC=1SC=C(C1C(=O)OC)OC